COC(C=CC1=C(C=C(C=C1)C(C)C)C(C)C)=O methyl-2,4-diisopropylcinnamate